[Cl-].[Li+].C(C=C)[Zn+].[Cl-] allylzinc lithium chloride